[O+2].[Pd+2].CON(C(C(C)OC)=O)CC1=CC=C(C=C1)C1=NOC(=N1)C(F)(F)F N,2-dimethoxy-N-[[4-[5-(trifluoromethyl)-1,2,4-oxadiazol-3-yl]phenyl]methyl]propionamide palladium (II) oxygen